4-[2-(5-Fluoro-2-pyridyl)-5,5-dimethyl-4,6-dihydropyrrolo[1,2-b]pyrazol-3-yl]-6-methyl-1H-pyrrolo[2,3-b]pyridine FC=1C=CC(=NC1)C=1C(=C2N(N1)CC(C2)(C)C)C2=C1C(=NC(=C2)C)NC=C1